CSC=1N=CC2=C(N1)N=C(C=C2C#C[Si](C(C)C)(C(C)C)C(C)C)OCCCC2=CC=CC=C2 2-(methylsulfanyl)-7-(3-phenylpropoxy)-5-[2-(triisopropylsilyl)ethynyl]pyrido[2,3-d]pyrimidine